2-[2-(Benzyloxy)ethoxy]ethyl bromide C(C1=CC=CC=C1)OCCOCCBr